tert-Butyl 9-bromo-11-methylimidazo[1,5-a][1,2,4]triazolo[4,3-c]quinazoline-5-carboxylate BrC1=CC(=CC=2C=3N(C=4N(C12)C=NC4C(=O)OC(C)(C)C)C=NN3)C